4-(4-aminophenoxy)-3-butoxyaniline NC1=CC=C(OC2=C(C=C(N)C=C2)OCCCC)C=C1